tert-butyl 3-(2-hydroxyethyl)-3-phenylazetidine-1-carboxylate OCCC1(CN(C1)C(=O)OC(C)(C)C)C1=CC=CC=C1